(S)-2-(4-hydroxyphenyl)-2-(methylamino)acetic acid OC1=CC=C(C=C1)[C@@H](C(=O)O)NC